FC=1C=C2CCOC(C2=C(C1)CC(=O)OC)C Methyl 2-(6-fluoro-1-methylisochroman-8-yl)acetate